C(C=CCCCCC)C1C(CCC1)=O 2-(oct-2-enyl)cyclopentan-1-one